(S)-4-((2-oxa-6-azaspiro[3.5]nonan-6-yl)methyl)-N-(3-(1-((2-ethyl-2H-pyrazolo[3,4-b]pyrazin-6-yl)amino)ethyl)phenyl)-3-methylbenzamide C1OCC12CN(CCC2)CC2=C(C=C(C(=O)NC1=CC(=CC=C1)[C@H](C)NC=1C=NC=3C(N1)=NN(C3)CC)C=C2)C